NC1=NC=2C=CC(=CC2C2=C1COC2)C(=O)N(C(C)C2=NC=CC=N2)CC2=NC=C(C=C2)C#C 4-amino-N-((5-ethynylpyridin-2-yl)methyl)-N-(1-(pyrimidin-2-yl)ethyl)-1,3-dihydrofuro[3,4-c]quinoline-8-carboxamide